N1CCC(CC1)CC1=CC=C(C=C1)C1C(NC(CC1)=O)=O 3-(4-(piperidin-4-ylmethyl)phenyl)piperidine-2,6-dione